6-(3-fluoro-1-(1-(4-(methyl-d3)benzyl)-2-oxopyrrolidin-3-yl)piperidin-4-yl)benzo[d]oxazol-2(3H)-one FC1CN(CCC1C1=CC2=C(NC(O2)=O)C=C1)C1C(N(CC1)CC1=CC=C(C=C1)C([2H])([2H])[2H])=O